methyl 6-chloro-4-[(4-chlorophenyl)methylamino]pyridazine-3-carboxylate ClC1=CC(=C(N=N1)C(=O)OC)NCC1=CC=C(C=C1)Cl